2',3'-dihydro-4'H-spiro[cyclohexane-1,1'-isoquinoline] C12(NCCC3=CC=CC=C13)CCCCC2